tert-butyl-4-bromo-1H-pyrazole C(C)(C)(C)N1N=CC(=C1)Br